(R)-5-acetamido-N-(1-(naphthalen-1-yl)ethyl)-2-(pyrrolidin-1-yl)benzamide C(C)(=O)NC=1C=CC(=C(C(=O)N[C@H](C)C2=CC=CC3=CC=CC=C23)C1)N1CCCC1